2-nitro-4-(trifluoromethyl)benzoyl chloride [N+](=O)([O-])C1=C(C(=O)Cl)C=CC(=C1)C(F)(F)F